[Tb+3].BrC=1C=CC(=NC1)O[C@@H]1C[C@@H]2CN([C@H]1C2)C(=O)C2=C(C=C(C=C2)F)C2=NC=CC=N2 ((1S,4R,6R)-6-((5-bromopyridin-2-yl)oxy)-2-azabicyclo[2.2.1]hept-2-yl)(4-fluoro-2-(pyrimidin-2-yl)phenyl)methanone Terbium(III)